FC=1C=C(C=CC1[N+](=O)[O-])C(C)O 1-(3-fluoro-4-nitrophenyl)ethanol